(S)-N-methyl-N-((4-(methylsulfonyl)morpholin-2-yl)methyl)-6-(2-azaspiro[5.5]undecan-2-yl)-2-(trifluoromethyl)pyrimidin-4-amine CN(C1=NC(=NC(=C1)N1CC2(CCC1)CCCCC2)C(F)(F)F)C[C@H]2CN(CCO2)S(=O)(=O)C